FC1=C(C(=O)OC)C=CC(=C1)C=1C=NN2C1N=CC=C2 methyl 2-fluoro-4-(pyrazolo[1,5-a]pyrimidin-3-yl)benzoate